(2-(azetidin-1-yl)-2-oxoethyl)(imino)(3-(2-((S)-2-methylazetidin-1-yl)-6,7-dihydro-5H-cyclopenta[d]pyrimidin-4-yl)phenyl)-λ6-sulfanone N1(CCC1)C(CS(=O)(C1=CC(=CC=C1)C=1C2=C(N=C(N1)N1[C@H](CC1)C)CCC2)=N)=O